(S)-1-(2-(4-(9-benzyl-6-(1-methylcyclopropoxy)-9H-purin-8-yl)-3-chlorophenoxy)ethyl)-3-methylpiperazin-2-one C(C1=CC=CC=C1)N1C2=NC=NC(=C2N=C1C1=C(C=C(OCCN2C([C@@H](NCC2)C)=O)C=C1)Cl)OC1(CC1)C